COC1=CC=C(C=N1)C1COC2=C(O1)C=CC(=C2)\C(\C)=N/O (Z)-1-(2-(6-methoxypyridin-3-yl)-2,3-dihydrobenzo[b][1,4]dioxin-6-yl)ethanone oxime